(1R,2S,5S)-N-(cyano(1,6-naphthyridin-8-yl)methyl)-3-((S)-3-hydroxy-3-methyl-2-(2,2,2-trifluoroacetamido)butanoyl)-6,6-dimethyl-3-azabicyclo[3.1.0]hexane-2-carboxamide C(#N)C(NC(=O)[C@@H]1[C@H]2C([C@H]2CN1C([C@H](C(C)(C)O)NC(C(F)(F)F)=O)=O)(C)C)C=1C=NC=C2C=CC=NC12